C[C@@H]1COCCN1C=1C=C2C3=C(N(N=C3CCOC23CCC3)C3=NNC=C3)N1 (R)-4-(3-methylmorpholino)-2-(1H-pyrazol-3-yl)-8,9-dihydro-2H-7-oxa-1,2,3-triazaspiro[benzo[cd]azulene-6,1'-cyclobutane]